ONC(C[C@H](CC1=CC=C(C=C1)O)N1N=NC(=C1)CN(C)S(=O)(=O)C=1SC(=CC1)C1=CC=CC=C1)=O (S)-N-hydroxy-4-(4-hydroxyphenyl)-3-(4-((N-methyl-5-phenylthiophene-2-sulfonylamino)methyl)-1H-1,2,3-triazol-1-yl)butanamide